(3r,6r)-3-(2,3-dihydro-1H-inden-2-yl)-1-[(1R)-1-(2,6-dimethyl-3-pyridyl)-2-(4-morpholinyl)-2-oxoethyl]-6-[(1S)-1-methylpropyl]-2,5-piperazinedione C1C(CC2=CC=CC=C12)[C@@H]1C(N([C@@H](C(N1)=O)[C@H](CC)C)[C@@H](C(=O)N1CCOCC1)C=1C(=NC(=CC1)C)C)=O